ClC=1C(=C2C=NNC2=C(C1F)SC)C1=CC2=C(N=C(S2)NC(=O)C2C(C2)F)C=C1 N-(6-(5-chloro-6-fluoro-7-(methylthio)-1H-indazol-4-yl)benzo[d]Thiazole-2-yl)-2-fluorocyclopropane-1-carboxamide